ClC=1C=NC(=C(C(=O)NC2CCC(CC2)CN2C(N(C3=C2C=CC=C3)C=3C=NC(=CC3)NCCO)=O)C1)C 5-chloro-N-((1r,4r)-4-((3-(6-((2-hydroxyethyl)amino)pyridin-3-yl)-2-oxo-2,3-dihydro-1H-benzo[d]imidazol-1-yl)methyl)cyclohexyl)-2-methylnicotinamide